1-[(3,3-difluoro-1-methylcyclobutyl)methyl]-3-(1-methoxycyclopropyl)-4-(trifluoromethyl)-1H-pyrazole-5-carboxylic acid FC1(CC(C1)(C)CN1N=C(C(=C1C(=O)O)C(F)(F)F)C1(CC1)OC)F